OC=1C=C(C=C(C1C(C)C)O)\C=C\C1=CC=CC=C1 3,5-dihydroxyl-4-isopropyl-trans-stilbene